2-bromo-3-(((tert-butyldimethylsilyl)oxy)methyl)benzonitrile BrC1=C(C#N)C=CC=C1CO[Si](C)(C)C(C)(C)C